C(C)S(=O)(=O)N1C[C@H]([C@@H](C1)[C@@H]1N2C(C3=CC=CC=C13)=CN=C2)O (3S,4S)-1-(ethylsulfonyl)-4-((S)-5H-imidazo[5,1-a]isoindol-5-yl)pyrrolidin-3-ol